(5R)-3,3-difluoro-5-(2-oxopyrrolidin-1-yl)piperidine-1-carboxylic acid 4-fluorophenyl ester FC1=CC=C(C=C1)OC(=O)N1CC(C[C@H](C1)N1C(CCC1)=O)(F)F